2-(16-(tert-butoxy)-16-oxohexadecanoylamino)propionic acid C(C)(C)(C)OC(CCCCCCCCCCCCCCC(=O)NC(C(=O)O)C)=O